CC(=CCN1C=C(C2=CC=C(C=C12)[N+](=O)[O-])C#N)C 1-(3-methylbut-2-en-1-yl)-6-nitro-1H-indole-3-carbonitrile